C1(CC1)NC(=O)C=1C(=NNC1F)CC1=C(C=C(C(=C1)C)C)CC N-cyclopropyl-3-(2-ethyl-4,5-dimethylbenzyl)-5-fluoro-1H-pyrazole-4-carboxamide